ClC=1C=C(C=C2C(=C(C=NC12)C#N)NCC(C)(C)C)N[C@@H](C=1C(=NC(=CC1)F)C)C=1N=NN(C1OC)C1(CC1)C(F)F (S)-8-chloro-6-(((1-(1-(difluoromethyl)cyclopropyl)-5-methoxy-1H-1,2,3-triazol-4-yl)(6-fluoro-2-methylpyridin-3-yl)methyl)amino)-4-(neopentylamino)quinoline-3-carbonitrile